diethylenetriamine adipate C(CCCCC(=O)O)(=O)O.NCCNCCN